FC(C1=NC=CC(=C1)C12C3CC3C(CC1)O2)(F)F (2-(trifluoromethyl)pyridin-4-yl)-8-oxatricyclo[3.2.1.02,4]octane